Propylzinc(II) bromide [Br-].C(CC)[Zn+]